[Ga].CC1=NN(C(=C1CCC(=O)N1CCN(CC1)CC=1C=CC=C2C=CN=CC12)C)C=1C=CC=2N(N1)C(=NN2)C 3-(3,5-dimethyl-1-(3-methyl-[1,2,4]triazolo[4,3-b]pyridazin-6-yl)-1H-pyrazol-4-yl)-1-(4-(isoquinolin-8-ylmethyl)piperazin-1-yl)propan-1-one gallium